C1(CC1)N1N=CC2=C1N=CNC2=O 1-cyclopropyl-1,5-dihydro-4H-pyrazolo[3,4-d]pyrimidin-4-one